NC1=NC=2C=CC(=CC2C2=C1C=NN2C)C(=O)N(N2C(CCC2)=O)CC2=NC1=C(N2C)C=CC=C1 4-amino-1-methyl-N-((1-methyl-1H-benzo[d]imidazol-2-yl)methyl)-N-(2-oxopyrrolidin-1-yl)-1H-pyrazolo[4,3-c]quinoline-8-carboxamide